CS(=O)CCCCCCCCC#N The molecule is a member of the class of aliphatic nitriles that is nonanenitrile in which one of the methyl hydrogens at position 9 has been replaced by a methylsulfinyl group. It has a role as a plant metabolite. It is an aliphatic nitrile and a sulfoxide.